ClC=1C(=CC(=C(C1)S(=O)(=O)NC=1N=CSC1)F)OC1CCC2=C(C=CC=C12)C(F)(F)F 5-chloro-2-fluoro-N-(thiazol-4-yl)-4-(4-(trifluoromethyl)-2,3-dihydro-1H-inden-1-yloxy)benzenesulfonamide